7-bromo-8-iodo-2-(4-methoxybenzyl)-6-(methoxymethyl)-4,4-dimethyl-3,4-dihydropyrrolo[1,2-a]pyrazin-1(2H)-one BrC=1C(=C2N(C(CN(C2=O)CC2=CC=C(C=C2)OC)(C)C)C1COC)I